(R)-benzo[d]thiazol-2-yl(4-(4-fluoropyrazolo[1,5-a]pyridin-2-yl)-1,4,6,7-tetrahydro-5H-imidazo[4,5-c]pyridin-5-yl)methanone S1C(=NC2=C1C=CC=C2)C(=O)N2[C@H](C1=C(CC2)NC=N1)C1=NN2C(C(=CC=C2)F)=C1